N-(6-(3-cyanoazetidin-1-yl)-3-(trifluoromethyl)imidazo[1,2-b]pyridazin-8-yl)-N-(4-methoxybenzyl)glycine C(#N)C1CN(C1)C=1C=C(C=2N(N1)C(=CN2)C(F)(F)F)N(CC(=O)O)CC2=CC=C(C=C2)OC